C1N(CC12CNC(C2)C(=O)[O-])C(=O)[O-] 2,6-diazaspiro[3.4]octane-2,7-dicarboxylate